2-(1-((2R,3R)-3-(2,4-difluorophenyl)-3-hydroxy-4-(1H-1,2,4-triazol-1-yl)-2-butyl)-4-piperidinyl)acetic acid FC1=C(C=CC(=C1)F)[C@]([C@@H](C)N1CCC(CC1)CC(=O)O)(CN1N=CN=C1)O